4-(3,4-dichlorophenyl)-1-tetralone ClC=1C=C(C=CC1Cl)C1CCC(C2=CC=CC=C12)=O